ClC=1C=CC(=NC1)[C@@]1(OC2=C(O1)C=CC=C2C2CCN(CC2)CC2=NC1=C(N2C[C@H]2OCC2)C=C(C=C1OC(F)F)C(=O)O)C 2-((4-((S)-2-(5-Chloropyridin-2-yl)-2-methylbenzo[d][1,3]dioxol-4-yl)piperidin-1-yl)methyl)-4-(difluoromethoxy)-1-(((S)-oxetan-2-yl)methyl)-1H-benzo[d]imidazole-6-carboxylic acid